5-(4-((4-(5-(6-(3-cyanopyrrolo[1,2-b]pyridazin-7-yl)-4-(methylamino)pyridin-3-yl)-1,3,4-thiadiazol-2-yl)piperazin-1-yl)methyl)piperidin-1-yl)-N-(2,6-dioxopiperidin-3-yl)picolinamide C(#N)C1=CC=2N(N=C1)C(=CC2)C2=CC(=C(C=N2)C2=NN=C(S2)N2CCN(CC2)CC2CCN(CC2)C=2C=CC(=NC2)C(=O)NC2C(NC(CC2)=O)=O)NC